FC([C@@H](C)OC1=C(C(=O)N)C=CC=C1)(F)F 2-{[(2R)-1,1,1-trifluoropropan-2-yl]oxy}benzamide